meta-vinyl-toluene C(=C)C=1C=C(C)C=CC1